3-ethylcyclohex-1-ene C(C)C1C=CCCC1